CC(C)(C)C=1C(=NC=CC1)C1=NC=CC=C1 (1,1-dimethylethyl)-2,2'-bipyridyl